CC1=C[C@H]([C@@H](CC1)C(=C)C)C1=C(C=C(C=C1O)CCCCC)O 2-[(1R,6R)-3-methyl-6-(1-methylethenyl)-2-cyclohexen-1-yl]-5-pentyl-1,3-Benzenediol